4-(4-hydroxy-phenyl)-2H-phthalazinone OC1=CC=C(C=C1)C1=NNC(C2=CC=CC=C12)=O